IC=1N=CC(=NC1CCCOC)N1CCC(CC1)C#N (5-iodo-6-(3-methoxypropyl)pyrazin-2-yl)piperidine-4-carbonitrile